C(CC(O)(C(=O)O)CC(=O)O)(=O)O R-citric acid